1,5-cyclooctadienyl carbamate C(N)(OC1=CCCC=CCC1)=O